copper (I) tetraacetonitrile triflate [O-]S(=O)(=O)C(F)(F)F.C(C)#N.C(C)#N.C(C)#N.C(C)#N.[Cu+]